ClC=1C=CC(=NC1C(F)(F)F)C(=O)O 5-chloro-6-(trifluoromethyl)picolinic acid